2-(3,3-difluorocyclobutyl)oxy-5-nitropyrazine FC1(CC(C1)OC1=NC=C(N=C1)[N+](=O)[O-])F